Triaconta-20,23-dienoic acid C(CCCCCCCCCCCCCCCCCCC=CCC=CCCCCCC)(=O)O